6-amino-2-methylspiro[3.3]heptan-2-ol hydrochloride Cl.NC1CC2(CC(C2)(O)C)C1